4-(2-methoxycarbonyl-ethyl)-piperazine-1-carboxylic acid tert-butyl ester C(C)(C)(C)OC(=O)N1CCN(CC1)CCC(=O)OC